C(C)(C)(C)OC(NC1CN(C1)C1=C(C=CC=C1)C=O)=O [1-(2-FORMYL-PHENYL)-AZETIDIN-3-YL]-CARBAMIC ACID TERT-BUTYL ESTER